2-((2,2-difluorobenzo[d][1,3]dioxol-5-yl)oxy)acetic acid FC1(OC2=C(O1)C=CC(=C2)OCC(=O)O)F